N-[3-(6-methyl-7-oxo-6,7-dihydro-1H-pyrrolo[2,3-d]pyridazin-4-yl)-4-phenoxyphenyl]methanesulfonamide CN1N=C(C2=C(C1=O)NC=C2)C=2C=C(C=CC2OC2=CC=CC=C2)NS(=O)(=O)C